Zinc Imidazolate [N-]1C=NC=C1.[Zn+2].[N-]1C=NC=C1